4-bromo-7,9-dichloro-2-(2,2,2-trifluoroethyl)pyrazolo[4,3-f]quinazoline BrC=1C=2C(C=3C(=NC(=NC3C1)Cl)Cl)=CN(N2)CC(F)(F)F